Tert-butyl (2S,4S)-4-((4-bromo-5-methylisoxazol-3-yl)oxy)-2-(difluoromethyl)pyrrolidine-1-carboxylate BrC=1C(=NOC1C)O[C@H]1C[C@H](N(C1)C(=O)OC(C)(C)C)C(F)F